(S)-quinuclidin-3-yl ((R)-6-(4-ethoxy-3,5-dimethylphenyl)-7-fluoro-2,2-dimethyl-1,2,3,4-tetrahydronaphthalen-1-yl)carbamate C(C)OC1=C(C=C(C=C1C)C=1C=C2CCC([C@H](C2=CC1F)NC(O[C@@H]1CN2CCC1CC2)=O)(C)C)C